CN(CCC[C@@H](C(C)C)N1CC2(C1)CN(CC2)C=2N=CN=NC2OC2=C(C(=O)N(C(C)C)C(C)C)C=C(C=C2)F)C (S)-2-((5-(2-(6-(dimethylamino)-2-methylhex-3-yl)-2,6-diazaspiro[3.4]oct-6-yl)-1,2,4-triazin-6-yl)oxy)-5-fluoro-N,N-diisopropylbenzamide